(2R)-2-Amino-N-[3-fluoro-4-(1H-pyrrolo[2,3-b]pyridin-4-yl)phenyl]-3,3-dimethyl-butanamide N[C@@H](C(=O)NC1=CC(=C(C=C1)C1=C2C(=NC=C1)NC=C2)F)C(C)(C)C